O1CCC(CC1)SCC1=C(C=CC=C1)B(O)O (2-[(OXAN-4-YLSULFANYL)METHYL]PHENYL)BORANEDIOL